N(=C=O)CCCC(CCCC)N=C=O 1,4-diisocyanatooctane